2-(1-(6-((2R,4S)-4-fluoro-2-(5-fluoro-2-methoxypyridin-3-yl)pyrrolidin-1-yl)imidazo[1,2-b]pyridazin-3-yl)-1H-1,2,3-triazol-4-yl)ethan-1-ol F[C@H]1C[C@@H](N(C1)C=1C=CC=2N(N1)C(=CN2)N2N=NC(=C2)CCO)C=2C(=NC=C(C2)F)OC